(R)-4-(((R)-tert-butylsulfinyl)amino)-2-chloro-4,6-dihydrospiro[cyclopenta[D]thiazole-5,4'-piperidine]-1'-carboxylic acid tert-butyl ester C(C)(C)(C)OC(=O)N1CCC2(CC1)CC1=C(N=C(S1)Cl)[C@@H]2N[S@](=O)C(C)(C)C